2,5-Dioxopyrrolidin-1-yl (E)-2-(2-aminothiazol-5-yl)-2-(methoxyimino)acetate NC=1SC(=CN1)/C(/C(=O)ON1C(CCC1=O)=O)=N/OC